COC1=CC=C(COC2=CC=C3C(CCOC3=C2B2OC(C(O2)(C)C)(C)C)=O)C=C1 7-((4-Methoxybenzyl)oxy)-8-(4,4,5,5-tetramethyl-1,3,2-dioxaborolan-2-yl)chroman-4-one